3-(7-(5-(benzyloxy)-3-chloro-2-(trifluoromethyl)phenyl)-8-fluoro-2-((tetrahydro-1H-pyrrolizin-7a(5H)-yl)methoxy)pyrido[4,3-d]pyrimidin-4-yl)-8-oxa-3-azabicyclo[3.2.1]octane C(C1=CC=CC=C1)OC=1C=C(C(=C(C1)C1=C(C=2N=C(N=C(C2C=N1)N1CC2CCC(C1)O2)OCC21CCCN1CCC2)F)C(F)(F)F)Cl